C1(CC1)C1=NC=NC(=C1C1=NN2C(N(C(CC2)=O)CC2=CC(=C(C=C2)N2N=C(C=C2OC)C(F)(F)F)F)=C1)OC 2-(4-cyclopropyl-6-methoxypyrimidin-5-yl)-4-(3-fluoro-4-(5-methoxy-3-(trifluoromethyl)-1H-pyrazol-1-yl)benzyl)-6,7-dihydropyrazolo[1,5-a]pyrimidin-5(4H)-one